COC(=O)[C@]1(OC2=CC=CC=C2C(C1)=O)C#CC1=CC=CC2=CC=CC=C12.C1(CC1)[C@@H]1CN(C[C@@H](O1)C=1C=NN(C1)COC)S(=O)(=O)C1=CC=C(C=C1)C (2R,6S)-2-cyclopropyl-6-[1-(methoxymethyl)pyrazol-4-yl]-4-(p-tolylsulfonyl)morpholine methyl-(R)-2-(naphthalen-1-ylethynyl)-4-oxochromane-2-carboxylate